BrC=1C=C2CCN(CC2=CC1)C(=O)OCC1=CC=CC=C1 benzyl 6-bromo-3,4-dihydroisoquinoline-2(1H)-carboxylate